CN(CCN1C2=C(OCC1=O)C=CC(=C2)NS(=O)(=O)C2=CC=C(C1=CC=CC=C21)NC(C2=C(C=CC=C2)C)=O)C N-(4-(N-(4-(2-(dimethylamino)ethyl)-3-oxo-3,4-dihydro-2H-benzo[b][1,4]oxazin-6-yl)sulfamoyl)naphthalen-1-yl)-2-methylbenzamide